C(=C)(C)C1=CC(=C(C(=C1)C)C=CCOCC=CC1=C(C=C(C=C1C)C(=C)C)C)C 4-isopropenyl-2,6-dimethylphenylallylether